Cl.FC1CNCCC1C1=NN(C2=CC=CC=C12)S(=O)(=O)C1=CC=C(C)C=C1 3-(3-Fluoropiperidin-4-yl)-1-tosyl-1H-indazole hydrochloride